C(C)(C)(C)OC(=O)N1C[C@@H](C[C@H](C1)O)N=[N+]=[N-] (3R,5R)-3-azido-5-hydroxypiperidine-1-carboxylic acid tert-butyl ester